ClC=1C2=C(N=CN1)N(C(=C2)C(=O)O)C 4-chloro-7-methyl-7H-pyrrolo[2,3-d]pyrimidine-6-carboxylic acid